C(CCCCCCCC)(=O)O.C(CCCC)(=O)N valeramide pelargonate